2-oxoethyl-isoxazole-4-carboxamide O=CCC1=NOC=C1C(=O)N